NCC1=NNC(C2=CC=C(C=C12)C=1C=NN2C1CN(CC2)C(C2=CC=CC=C2)=O)=O 4-(aminomethyl)-6-(5-benzoyl-4,5,6,7-tetrahydropyrazolo[1,5-a]pyrazin-3-yl)phthalazin-1(2H)-one